bis-octadecylamino-glycylspermine C(CCCCCCCCCCCCCCCCC)NN(CC(=O)NCCCNCCCCNCCCN)NCCCCCCCCCCCCCCCCCC